O-propyl-isourea hydrochloride Cl.C(CC)OC(N)=N